[Na+].OCC=1C(=CC2=CC(=C(C=C2C1)OC)OC)C(=O)[O-] 3-(hydroxymethyl)-6,7-dimethoxy-2-naphthoate Sodium (I)